O[C@@]1(CC[C@]23[C@H]4CC[C@@]5([C@H](CC[C@H]5[C@@H]4CC[C@@]2(C1)C3)C(CN3N=NC=C3)=O)C)C 1-((3R,5S,8S,9S,10S,13S,14S,17S)-3-Hydroxy-3,13-dimethyltetradecahydro-6H-5,10-methanocyclopenta[a]phenanthren-17-yl)-2-(1H-1,2,3-triazol-1-yl)ethan-1-one